2-methylpropan-2-yl 18-(decyloxy)-18-oxooctadecanoate C(CCCCCCCCC)OC(CCCCCCCCCCCCCCCCC(=O)OC(C)(C)C)=O